NC1=CC=C(C(=N1)C)CNC([C@H](C)NC(=O)C1N(CC(C1)CC1=CC(=C(C=C1)Cl)Br)CC)=O N-((S)-1-(((6-amino-2-methylpyridin-3-yl)methyl)amino)-1-oxopropan-2-yl)-4-(3-bromo-4-chlorobenzyl)-1-ethylpyrrolidine-2-carboxamide